BrC=1C=C2CCC3(CN(CC3)C(=O)OC(C)(C)C)NC2=NC1C tert-Butyl 6-bromo-7-methyl-3,4-dihydro-1H-spiro[1,8-naphthyridine-2,3'-pyrrolidine]-1'-carboxylate